trans-phosphate P(=O)([O-])([O-])[O-]